ClC=1NC(C2=C(N1)C=CN2)=O 2-chloro-3,5-dihydro-4H-pyrrolo[3,2-D]pyrimidin-4-one